4-(2-bromoethoxy)-1-methanesulfonyl-2-(trifluoromethyl)benzene BrCCOC1=CC(=C(C=C1)S(=O)(=O)C)C(F)(F)F